8-bromo-6-fluoro-5-methoxyisoquinoline BrC=1C=C(C(=C2C=CN=CC12)OC)F